3-(8-(5-((3,4-dichlorophenyl)difluoromethyl)-1,3,4-oxadiazol-2-yl)-6-(thiazole-5-carbonyl)-2,6-diazaspiro[3.4]octan-2-yl)-2,2-dimethyl-3-oxopropanenitrile ClC=1C=C(C=CC1Cl)C(C1=NN=C(O1)C1CN(CC12CN(C2)C(C(C#N)(C)C)=O)C(=O)C2=CN=CS2)(F)F